[Si]([O-])(O)(O)O.[Li+].[C-](S(=O)(=O)C(F)(F)F)(S(=O)(=O)C(F)(F)F)S(=O)(=O)C(F)(F)F.[Li+] lithium tris(trifluoromethylsulfonyl)methide lithium orthosilicate